C(C)OC1=C(C=CC=C1OC)C1=CC=CC=C1 ethoxy-3-methoxy-[1,1'-biphenyl]